tert-butyl (5-(2-chlorophenyl)-8-((2,4-dimethoxybenzyl)carbamoyl)-6-fluoro-2,3,4,9-tetrahydro-1H-carbazole-3-yl)carbamate ClC1=C(C=CC=C1)C1=C2C=3CC(CCC3NC2=C(C=C1F)C(NCC1=C(C=C(C=C1)OC)OC)=O)NC(OC(C)(C)C)=O